sodium 3,6-dihydropyridine-1(2H)-carbodithioate N1(CCC=CC1)C(=S)[S-].[Na+]